ClC1=NC(=C(C2=CC=CC=C12)O)C(=O)NC(C(=O)O)CC1=CC=CC=C1 2-[(1-chloro-4-hydroxyisoquinoline-3-carbonyl)amino]-3-phenylpropionic acid